5-Mercapto-1-butyltetrazole SC1=NN=NN1CCCC